1-(1,5-dimethyl-1H-pyrazol-3-yl)-2,2-dimethylpropan-1-one CN1N=C(C=C1C)C(C(C)(C)C)=O